CCCCCCCCCCCCCCC (Z)-pentadecan